N12CC(C(CC1)CC2)NC(N)=O 3-((1s,4s)-quinuclidin-3-yl)urea